3,4-dihydroxybenzyl-butanediamide OC=1C=C(CC(C(=O)N)CC(=O)N)C=CC1O